tert-butyl (2-(1-(3-((tert-butoxycarbonyl)amino)propoxy)cyclopropyl)pyridin-4-yl)(1-(tert-butyl)-3-((1S,3R)-3-(((4-nitrophenoxy)carbonyl)oxy)cyclopentyl)-1H-pyrazol-5-yl)carbamate C(C)(C)(C)OC(=O)NCCCOC1(CC1)C1=NC=CC(=C1)N(C(OC(C)(C)C)=O)C1=CC(=NN1C(C)(C)C)[C@@H]1C[C@@H](CC1)OC(=O)OC1=CC=C(C=C1)[N+](=O)[O-]